5-(butylamino)-[1,1'-biphenyl]-2-carboxylate C(CCC)NC1=CC=C(C(=C1)C1=CC=CC=C1)C(=O)[O-]